2,2,2-Trifluoro-1-(4-neopentylphenyl)ethan-1-one FC(C(=O)C1=CC=C(C=C1)CC(C)(C)C)(F)F